(E)-8-heptadecenenitrile C(CCCCCC\C=C\CCCCCCCC)#N